C(CP(CCC#N)CCC#N)P(CCC#N)CCC#N 3,3',3'',3'''-(ethane-1,2-diylbis(phosphinetriyl))tetrapropionitrile